4-(4-(4-cyclopropylpiperazin-1-yl)piperidin-1-yl)-6-methoxy-N1-(6-(3-phenylisoxazolidin-2-yl)pyrimidin-4-yl)benzene-1,3-diamine C1(CC1)N1CCN(CC1)C1CCN(CC1)C1=C(C=C(C(=C1)OC)NC1=NC=NC(=C1)N1OCCC1C1=CC=CC=C1)N